(S)-1-(7-chloro-6-fluoro-4-(2-hydroxyethyl)-8-methoxy-1-methyl-1,3-dihydro-2H-pyrrolo[3,4-c]quinolin-2-yl)-2-methoxyethan-1-one ClC=1C(=CC=2C3=C(C(=NC2C1F)CCO)CN([C@H]3C)C(COC)=O)OC